(NE)-N-ethoxycarbonyliminocarbamic acid ethyl ester C(C)OC(/N=N/C(=O)OCC)=O